1-(3-(3-chloro-5-(1H-1,2,4-triazol-3-yl)phenyl)morpholino)prop-2-en-1-one ClC=1C=C(C=C(C1)C1=NNC=N1)C1COCCN1C(C=C)=O